NCC=1SC(=CN1)S(=O)(=N)C=1C=C(C=C(C1)C1=CC=CC=C1)C(=O)O 5-(2-(Aminomethyl)thiazole-5-sulfonimidoyl)-[1,1'-biphenyl]-3-carboxylic acid